di(3-hydroxypropyl)methylamine OCCCN(C)CCCO